6-bromo-4-(9-(3,4-difluorophenyl)-3,9-diazaspiro[5.5]undecane-3-carbonyl)quinolin-2(1H)-one BrC=1C=C2C(=CC(NC2=CC1)=O)C(=O)N1CCC2(CC1)CCN(CC2)C2=CC(=C(C=C2)F)F